C1(CC1)C1=CC(=NC(=N1)C1=CN=CS1)C(=O)NC1CCC(CC1)OC 6-cyclopropyl-N-((1r,4r)-4-methoxycyclohexyl)-2-(thiazol-5-yl)pyrimidine-4-carboxamide